CC1=CC=CC(=N1)C1=C(N=CN1)C=1C=C2C=C(C=NC2=CC1)C=1C=C2CC[C@H](C2=CC1)N (1R)-5-[6-[5-(6-methyl-2-pyridyl)-1H-imidazol-4-yl]-3-quinolyl]indan-1-amine